C1(CCCCCC1)[C@@H](C(=O)NC1=CC=C(C=C1)[C@@H]([C@H](C(=O)N1CCN(CC1)C)NC(CC)=O)C)NC(=O)C1=CC=NN1CC N-[(2R,3S)-3-{4-[(2S)-2-cycloheptyl-2-[(1-ethyl-1H-pyrazol-5-yl)formamido]acetamido]phenyl}-1-(4-methylpiperazin-1-yl)-1-oxobutan-2-yl]propanamide